S1C2=C(C=C1)C=C(C=C2)CNC(=O)[C@@H]2CN(CCC2)C=2C1=C(N=CN2)C=C(N1)C1=CC(=C(C=C1)C)F (S)-N-(benzo[b]thiophen-5-ylmethyl)-1-(6-(3-fluoro-4-methylphenyl)-5H-pyrrolo[3,2-d]pyrimidin-4-yl)piperidine-3-carboxamide